N-(3-hydroxy-1-methyl-cyclobutyl)-5-(methoxymethoxy)pyridine-4-sulfonamide OC1CC(C1)(C)NS(=O)(=O)C1=CC=NC=C1OCOC